N-(2-naphthyl)-L-phenylalanine methyl ester COC([C@@H](NC1=CC2=CC=CC=C2C=C1)CC1=CC=CC=C1)=O